C(CCCCCC)NC1CCC(CC1)N N-heptylcyclohexane-1,4-diamine